C[Sn](CC1=CC2=CC=C(C=C2C=C1)C1=CC=CC=C1)(C)C trimethyl-((6-phenylnaphthalen-2-yl)methyl)stannane